5-((4-(ethylsulfinyl)benzyl)oxy)-2-((5-fluoroisoindolin-2-yl)methyl)-4H-pyran-4-one C(C)S(=O)C1=CC=C(COC=2C(C=C(OC2)CN2CC3=CC=C(C=C3C2)F)=O)C=C1